3-Acryloyl-1,2,3,4,4a,5-hexahydrobenzo[b]pyrazine C(C=C)(=O)C1NC2C(NC1)=CC=CC2